O1C(=CC=C1)C(=O)C1=CC=CC=C1 furophenone